2-{[(1R)-1-(4-Chlorophenyl)-7-fluoro-5-[1-hydroxy-1-(1-methyl-1H-pyrazol-3-yl)propyl]-3-oxo-1-[(3S)-oxolan-3-yloxy]-2,3-dihydro-1H-isoindol-2-yl]methyl}pyrimidin-5-carbonitril ClC1=CC=C(C=C1)[C@@]1(N(C(C2=CC(=CC(=C12)F)C(CC)(C1=NN(C=C1)C)O)=O)CC1=NC=C(C=N1)C#N)O[C@@H]1COCC1